C1(CC1)N(C(C1=NC=CC(=C1O)NC1=C(C(C1=O)=O)N[C@H]1C(CCC=2C=C(OC21)C)(C)C)=O)C (S)-N-cyclopropyl-4-((3,4-dioxo-2-((2,6,6-trimethyl-4,5,6,7-tetrahydrobenzofuran-7-yl)amino)cyclobut-1-en-1-yl)amino)-3-hydroxy-N-methylpicolinamide